NC1=C(C=C(C=N1)NC(C(=O)N1[C@@H](CC[C@H](C1)C)C1=CC(=CC=C1)S(NC)(=O)=O)=O)C N-(6-amino-5-methyl-3-pyridyl)-2-[(2S,5R)-5-methyl-2-[3-(methylsulfamoyl)phenyl]-1-piperidyl]-2-oxo-acetamide